N1(CCC1)C=1C=CC(=NC1)NC(=O)C=1N=C(NC1)C=1N(C=NC1C1=CC=C(C=C1)F)C1CC(C1)(F)F N-(5-(azetidin-1-yl)pyridin-2-yl)-3'-(3,3-difluorocyclobutyl)-5'-(4-fluorophenyl)-1H,3'H-[2,4'-biimidazole]-4-carboxamide